3-chloro-N-[2,2-difluoro-1-(2-fluorophenyl)ethyl]-6-[2-(dimethylphosphoryl)pyrimidin-5-yl]-7-fluoro-2-methyl-1,5-naphthyridin-4-amine ClC=1C(=NC2=CC(=C(N=C2C1NC(C(F)F)C1=C(C=CC=C1)F)C=1C=NC(=NC1)P(=O)(C)C)F)C